4-(4-(4-amino-1H-pyrazole-3-carboxamido)phenyl)piperazine-1-carboxylic acid tert-butyl ester C(C)(C)(C)OC(=O)N1CCN(CC1)C1=CC=C(C=C1)NC(=O)C1=NNC=C1N